COC=1C=C2CCN(CC2=CC1NC1=NC=C2C(=N1)N(N=C2)C[C@@H](C)NC(OC)=O)C Methyl N-[(1R)-2-[6-[(6-methoxy-2-methyl-3,4-dihydro-1H-isoquinolin-7-yl)amino]pyrazolo[3,4-d]pyrimidin-1-yl]-1-methyl-ethyl]carbamate